Acryloyloxy-2-hydroxypropyl phthalate C(C=1C(C(=O)[O-])=CC=CC1)(=O)OCC(COC(C=C)=O)O